BrC1=C(C(=C(NC(C(=O)OC)C(C)F)C=C1)[N+](=O)[O-])F methyl 2-(4-bromo-3-fluoro-2-nitro-anilino)-3-fluoro-butyrate